normal-butyl methacrylate C(C(=C)C)(=O)OCCCC